15-((3-((1r,4r)-4-(4-chlorophenyl)cyclohexyl)-1,4-dioxo-1,4-dihydronaphthalen-2-yl)oxy)-15-oxopentadecanoic acid ClC1=CC=C(C=C1)C1CCC(CC1)C1=C(C(C2=CC=CC=C2C1=O)=O)OC(CCCCCCCCCCCCCC(=O)O)=O